FC(C1=CC=C2C(=CC=NC2=C1)NC1=NC=C(C2=CC=CC=C12)C)F 7-(difluoro-methyl)-N-(4-methyl-isoquinolin-1-yl)quinolin-4-amine